C(C)(C)(C)OC(=O)N(C(=O)OC(C)(C)C)C[C@@H]1C[C@H](C1)N1N=C(C2=CC(=CC=C12)N1CCN(CC1)C(=O)OCC1=CC=CC=C1)C1CC1 benzyl 4-(1-(trans-3-((bis(tert-butoxycarbonyl)amino)methyl)cyclobutyl)-3-cyclopropyl-1H-indazol-5-yl)piperazine-1-carboxylate